2-[(2S)-2-aminopropyl]-3-bromo-7-{[(furan-2-yl)methyl]amino}thieno[3,2-b]pyridine N[C@H](CC1=C(C2=NC=CC(=C2S1)NCC=1OC=CC1)Br)C